(S)-2-amino-3-(7-fluoro-6-methyl-2-oxo-1,2-dihydroquinolin-3-yl)propanamide methyl-(2R,3S)-1-(7,8-dichloro-4-(1H-imidazol-1-yl)quinolin-2-yl)-3-fluoropyrrolidine-2-carboxylate COC(=O)[C@H]1N(CC[C@@H]1F)C1=NC2=C(C(=CC=C2C(=C1)N1C=NC=C1)Cl)Cl.N[C@H](C(=O)N)CC=1C(NC2=CC(=C(C=C2C1)C)F)=O